FC=1C=C(C=CC1F)C1=NC=C(C(=C1)C=CC=O)F 3-(2-(3,4-Difluorophenyl)-5-fluoropyridin-4-yl)acrolein